((1-(6-(trifluoromethyl)pyridin-2-yl)piperidin-4-yl)methyl)pyridazin-3(2H)-one FC(C1=CC=CC(=N1)N1CCC(CC1)CN1N=CC=CC1=O)(F)F